C(C1=CC=CC=C1)OCCOC=1C=CC(=C(C1)C#CC=1C(=NC=CC1)N)F 3-({5-[2-(benzyloxy)ethoxy]-2-fluorophenyl}ethynyl)pyridine-amine